C(C1=CC=CC=C1)NC(C(=O)O)CC(=O)C.CC=1C=C2C(C(NC2=CC1)=O)=NN=C1SCC(N1C1=CC(=CC=C1)OC)=O 5-methyl-3-(2-(3-(3-methoxyphenyl)-4-oxothiazolidin-2-ylidene)hydrazono)indol-2-one Benzylaminolevulinate